2-(1-((1r,4r)-4-(cyanomethyl)cyclohexyl)-1,6-dihydroimidazo[4,5-d]Pyrrolo[2,3-b]Pyridin-2-yl)-N-(1H-pyrazol-3-yl)acetamide C1CC(CCC1CC#N)N2C(=NC3=CN=C4C(=C32)C=CN4)CC(=O)NC5=CC=NN5